2-(Trimethylsilyl)ethyl (3-{[(R)-[1-benzyl-4-(2,5-difluorophenyl)-1H-pyrrol-2-yl](cyclohexyl) methyl](chloroacetyl)amino}propyl)carbamate C(C1=CC=CC=C1)N1C(=CC(=C1)C1=C(C=CC(=C1)F)F)[C@@H](C1CCCCC1)N(CCCNC(OCC[Si](C)(C)C)=O)C(CCl)=O